OC1=CC=C(C=C1)C(C)(C)C1=CC(=CC=C1)C(C)(C)C1=CC=C(C=C1)O 1,3-bis-[2-(4-hydroxyphenyl)-2-propyl]-benzene